N-Methylisatin Beta-Thiosemicarbazone CN1C2=CC=CC=C2C(=C1O)N=NC(=S)N